3-((S)-2,2-bis((6Z,12Z)-octadeca-6,12-dien-1-yl)-1,3-dioxolan-4-yl)-N,N-dimethylpropane-1-amine C(CCCC\C=C/CCCC\C=C/CCCCC)C1(OC[C@@H](O1)CCCN(C)C)CCCCC\C=C/CCCC\C=C/CCCCC